(5-chloro-2-((1-(1-pivaloylpiperidin-4-yl)-1H-pyrazol-4-yl)amino)pyrimidin-4-yl)benzoic acid methyl ester COC(C1=C(C=CC=C1)C1=NC(=NC=C1Cl)NC=1C=NN(C1)C1CCN(CC1)C(C(C)(C)C)=O)=O